2-(3-(trimethylstannyl)phenyl)acetyl chloride C[Sn](C=1C=C(C=CC1)CC(=O)Cl)(C)C